2-[3-(5-chloro-2-fluoro-phenyl)-1H-pyrazol-4-yl]-7-(6,7-dihydro-5H-imidazo[1,2-a]imidazol-3-yl)-1,5-naphthyridine ClC=1C=CC(=C(C1)C1=NNC=C1C1=NC2=CC(=CN=C2C=C1)C1=CN=C2N1CCN2)F